O1CCC2(CC1)CC1=CC=CC=C1CC2 hexahydro-1H-spiro[naphthalene-2,4'-pyran]